perfluorononylamine FN(C(C(C(C(C(C(C(C(C(F)(F)F)(F)F)(F)F)(F)F)(F)F)(F)F)(F)F)(F)F)(F)F)F